N-(p-{4-(3-oxa-8-azabicyclo[3.2.1]oct-8-yl)-1H-1,5,7-triazainden-2-yl}phenyl)-4-{[(R)-3-amino-1-piperidyl]methyl}-2-pyridinecarboxamide C12COCC(CC1)N2C2=C1C=C(NC1=NC=N2)C2=CC=C(C=C2)NC(=O)C2=NC=CC(=C2)CN2C[C@@H](CCC2)N